N-cyclooctyl-2-methyl-4H-pyrrolo[3,2-d]thiazole-5-carboxamide C1(CCCCCCC1)NC(=O)C1=CC=2N=C(SC2N1)C